C(C)N1CCN(CC1)C(=O)O[C@@H]1CC[C@H](CC1)C(N(C[C@@H]1CC[C@H](CC1)C1=NC(=C(C=C1)OC)C)C1=NC=CC(=C1)C=1N=C(OC1)C1CC1)=O trans-4-((4-(2-Cyclopropyloxazol-4-yl) pyridine-2-yl)((trans-4-(5-methoxy-6-methylpyridin-2-yl)cyclohexyl)methyl) carbamoyl)cyclohexyl 4-ethylpiperazine-1-carboxylate